2-[(4-amino-3,5-dichloro-6-fluoro-2-pyridinyl)oxy]propionic acid NC1=C(C(=NC(=C1Cl)F)OC(C(=O)O)C)Cl